hydroxyethyl-2-hydroxypropyl sulfide OCCCC(CSCC(CCCO)O)O